N-(5-(4-((tert-butyldimethylsilyl)oxy)-1-methyl-1H-pyrazol-5-yl)pyrazolo[1,5-a]pyridin-2-yl)cyclopropanecarboxamide [Si](C)(C)(C(C)(C)C)OC=1C=NN(C1C1=CC=2N(C=C1)N=C(C2)NC(=O)C2CC2)C